O=C1NC(CCC1N1C(C2=CC=CC(=C2C1=O)NCCCCOC1=CC=C(C=C1)[C@@H](C)NC(C)=O)=O)=O N-[(1R)-1-[4-(4-{[2-(2,6-dioxopiperidin-3-yl)-1,3-dioxo-2,3-dihydro-1H-isoindol-4-yl]amino}butoxy)phenyl]ethyl]acetamide